ClCC1=CC=C(C=C1)C1=CN=C2N1CCN(C2)C2=C(C=C(C#N)C=C2)F 4-(3-(4-(chloromethyl)phenyl)-5,6-dihydroimidazo[1,2-a]pyrazin-7(8H)-yl)-3-fluorobenzonitrile